FC1=C(C=C(C(=C1)C1=NC(=CC=C1)OCC1=C(C=C(C=C1)C=1C=NN(C1)C)F)F)CC=1N(C2=C(N1)C=CC(=C2)C(=O)O)CCOC 2-[[2,5-Difluoro-4-[6-[[2-fluoro-4-(1-methylpyrazol-4-yl)phenyl]methoxy]-2-pyridinyl]phenyl]methyl]-3-(2-methoxyethyl)benzimidazole-5-carboxylic acid